ClC=1C(=NC(=C(C1)Cl)C1=CC=C(C=C1)SC(F)(F)F)C(=O)O 3,5-Dichloro-6-(4-((trifluoromethyl)thio)phenyl)picolinic acid